[Br-].C(C)[N+](C)(C)CC diethyldimethylammonium bromide